C(C)(C)(C)OC(=O)N1[C@@H](CCC1)C1=C2CN(CC2=CC(=C1)C=1C=C2C(=NC1)NC=C2C)C(=O)C=2C=NN(C2)C (S)-2-(2-(1-methyl-1H-pyrazole-4-carbonyl)-6-(3-methyl-1H-pyrrolo[2,3-b]pyridin-5-yl)isoindolin-4-yl)pyrrolidine-1-carboxylic acid tert-butyl ester